(2S,4R)-1-((S)-2-amino-3,3-dimethylbutanoyl)-4-hydroxy-N-(4-(4-methylthiazol-5-yl)benzyl)pyrrolidine-2-carboxamide TFA salt OC(=O)C(F)(F)F.N[C@H](C(=O)N1[C@@H](C[C@H](C1)O)C(=O)NCC1=CC=C(C=C1)C1=C(N=CS1)C)C(C)(C)C